C(#N)C1=C(C=C(C=C1)NC(C(C)(C)N1N=CC(=C1)CCC1CN(C1)C=1C=C2C(N(C(C2=CC1)=O)C1C(NC(CC1)=O)=O)=O)=O)C(F)(F)F N-(4-cyano-3-(trifluoromethyl)phenyl)-2-(4-(2-(1-(2-(2,6-dioxopiperidin-3-yl)1,3-dioxo-2,3-dihydro-1H-isoindol-5-yl)azetidin-3-yl)ethyl)-1H-pyrazol-1-yl)-2-methylpropanamide